CC(C(=O)N)(CCCCCC)C dimethyl-octanamide